C(C1=CC=CC=C1)OC=1C(=C(OCCCCN2CCN(CC2)C)C=CC1)[N+](=O)[O-] 1-{4-[3-(Benzyloxy)-2-nitrophenoxy]butyl}-4-methylpiperazine